C(C)(=O)N1CCC(CC1)(OC)C=1C(N(C2=C(C(=NC(=C2C1)N[C@H](C)C1=C(C(=CC=C1)C(F)F)F)C)CC[C@H]1N(CCC1)C)C)=O 3-(1-acetyl-4-methoxypiperidin-4-yl)-5-(((R)-1-(3-(difluoromethyl)-2-fluorophenyl)ethyl)Amino)-1,7-dimethyl-8-(2-((R)-1-methylpyrrolidin-2-yl)ethyl)-1,6-naphthyridin-2(1H)-one